ClC1=C(OC2CCN(CC2)C(=O)OC(C)(C)C)C=CC(=C1)C(F)(F)F tert-Butyl 4-[2-chloro-4-(trifluoromethyl)phenoxy]piperidine-1-carboxylate